BrCC(=O)C1=C(N(C(=C1)\C=C\CCC#N)C1=CC=C(C#N)C=C1)C (E)-4-(3-(2-bromoacetyl)-5-(4-cyanobut-1-en-1-yl)-2-methyl-1H-pyrrol-1-yl)benzonitrile